1-ethyl-3-(5-((4-(2-fluoro-6-(1H-pyrazol-1-yl)pyridin-3-yl)piperidin-1-yl)methyl)isothiazol-3-yl)urea C(C)NC(=O)NC1=NSC(=C1)CN1CCC(CC1)C=1C(=NC(=CC1)N1N=CC=C1)F